C(C)(C)(C)[Si](C1=CC=CC=C1)(C1=CC=CC=C1)OCCCCCCCC(CCCCCCCCC)CCOCC1=CC=C(C=C1)OC tert-butyl-((8-(2-((4-methoxybenzyl)oxy)ethyl)-heptadecyl)oxy)diphenylmonosilane